2-((R,6E,10E)-16-fluoro-3-hydroxy-3,7,11,15-tetramethylhexadeca-6,10,14-trien-1-yl)-3,5,6-trimethylcyclohexa-2,5-diene-1,4-dione FCC(=CCC/C(=C/CC/C(=C/CC[C@@](CCC=1C(C(=C(C(C1C)=O)C)C)=O)(C)O)/C)/C)C